tert-Butyl (E)-(4-(4-((1-(2-Fluoroethyl)-1H-1,2,3-triazol-4-yl)-methoxy)styryl)phenyl)(ethyl)carbamate FCCN1N=NC(=C1)COC1=CC=C(/C=C/C2=CC=C(C=C2)N(C(OC(C)(C)C)=O)CC)C=C1